(2R,3R,5R,6S)-5-((tert-butyldiphenylsilyl)oxy)-2-(((R,E)-7-ethoxy-7-oxohept-5-en-2-yl)oxy)-6-methyltetrahydro-2H-pyran-3-yl benzoate C(C1=CC=CC=C1)(=O)O[C@H]1[C@@H](O[C@H]([C@@H](C1)O[Si](C1=CC=CC=C1)(C1=CC=CC=C1)C(C)(C)C)C)O[C@H](C)CC\C=C\C(=O)OCC